CS(=O)(=O)N1CC2(C3=CC=CC(=C13)[N+](=O)[O-])CC2 1'-(methylsulfonyl)-7'-nitrospiro[cyclopropane-1,3'-indoline]